OC[C@H]1N(C[C@@H]([C@H]([C@@H]1O)O)O)CC1CCC(CC1)C(C)C (2R,3R,4R,5S)-2-(hydroxymethyl)-1-(((1s,4S)-4-isopropylcyclohexyl)methyl)piperidine-3,4,5-triol